[Na+].S(=O)(=O)([O-])C=1C=C(C(=O)[O-])C=CC1.[Na+] meta-sulfobenzoic acid sodium salt